3-(oxetan-3-yl)-5,6,7,8-tetrahydro-1,6-naphthyridine O1CC(C1)C=1C=NC=2CCNCC2C1